(2,4-dichlorophenyl)methyl 1-benzamido-5-oxopyrrolidine-3-carboxylate C(C1=CC=CC=C1)(=O)NN1CC(CC1=O)C(=O)OCC1=C(C=C(C=C1)Cl)Cl